BrC1=CC(=NC=C1)C(C)(C)F 4-bromo-2-(2-fluoropropan-2-yl)pyridine